(3-fluoronaphthalen-2-yl)methylamine FC=1C(=CC2=CC=CC=C2C1)CN